4-(1-(2-amino-2-methylpropyl)-5-(2,6-dimethylphenoxy)-1H-indazol-6-yl)-N-ethyl-6-methyl-7-oxo-6,7-dihydro-1H-pyrrolo[2,3-c]pyridine-2-carboxamide NC(CN1N=CC2=CC(=C(C=C12)C=1C2=C(C(N(C1)C)=O)NC(=C2)C(=O)NCC)OC2=C(C=CC=C2C)C)(C)C